COC(C(CSCC1=CC=CC=C1)[N+]#[C-])=O 2-ISOCYANO-3-(BENZYLTHIO)PROPIONIC ACID METHYL ESTER